triazatetracyclo[13.5.2.12,6.018,21]tricosaN N12N3NCCC(CCCCCCCCC4CCC(CC1)C2C4)C3